methyl 2-((4-butylphenyl)sulfonamido)-5-(4-((4-((4-butylphenyl)-sulfonamido)-3-(methoxycarbonyl)phenyl)amino)-4-oxobutanamido)nicotinate C(CCC)C1=CC=C(C=C1)S(=O)(=O)NC1=C(C(=O)OC)C=C(C=N1)NC(CCC(=O)NC1=CC(=C(C=C1)NS(=O)(=O)C1=CC=C(C=C1)CCCC)C(=O)OC)=O